NC1=NN(C2=NC(=CC=C21)C2CC2)C(=O)C2=C(C(=CC=C2)C)OC (3-amino-6-cyclopropyl-1H-pyrazolo[3,4-b]pyridin-1-yl)(2-methoxy-3-methylphenyl)methanone